17-chloro-4,6,8,10,12,14-hexamethylheptadecylethoxymethyl ether ClCCCC(CC(CC(CC(CC(CC(CCCC(OCC)OC(CCCC(CC(CC(CC(CC(CC(CCCCl)C)C)C)C)C)C)OCC)C)C)C)C)C)C